C(C)N1N=C(C2=C1C(NCC1(CCOCC1)C2)=O)C[C@H](COC(=O)C2CCOCC2)C Tetrahydropyran-4-carboxylic acid [(2R)-3-(1-ethyl-8-oxo-spiro[6,7-dihydro-4H-pyrazolo[3,4-c]azepin-5,4'-tetrahydropyran]-3-yl)-2-methyl-propyl] ester